CC1=CC=C(CCCNC(=S)SSC(NCCCC2=CC=C(C=C2)C)=S)C=C1 bis(N-4-Methylbenzylethylthiocarbamoyl)disulphide